2-chloro-4-fluoro-5-(1,2,3,6-tetrahydro-2,6-dioxo-4-trifluoromethyl-pyrimidine-1-yl)-benzoic acid ClC1=C(C(=O)O)C=C(C(=C1)F)N1C(NC(=CC1=O)C(F)(F)F)=O